CC(C(=O)O)N1CCN(CCN(CCN(CC1)C(C(=O)O)C)C(C(=O)O)C)C(C(=O)O)C tetramethyl-1,4,7,10-tetraazacyclododecan-1,4,7,10-tetraacetic acid